ClC1=C(C(=CC=C1Cl)F)C1(CN(CC1)C(CF)=O)NC=1C=C2C(N(C=NC2=C(C1)F)C)=O 6-[3-(2,3-dichloro-6-fluorophenyl)-1-(2-fluoroacetyl)-3-pyrrolidinylamino]-8-fluoro-3-methyl-3,4-dihydro-4-quinazolinone